C(C)N(CC)CC.FN(S=O)F difluorosulfinamide triethylamine salt